tert-butyl ((S)-1-(2-cyano-3-(3,5-difluorophenyl)-5-(((S)-1-(pyridin-2-yl)ethyl)carbamoyl)pyridin-4-yl)-3-methylpyrrolidin-3-yl)carbamate C(#N)C1=NC=C(C(=C1C1=CC(=CC(=C1)F)F)N1C[C@@](CC1)(C)NC(OC(C)(C)C)=O)C(N[C@@H](C)C1=NC=CC=C1)=O